rel-2-(4-cyclopropyl-6-methoxy-pyrimidin-5-yl)-5-methoxy-4-[(1S)-1-[4-[1-ethyl-4-(trifluoromethyl)imidazol-2-yl]phenyl]ethoxy]pyrimidine C1(CC1)C1=NC=NC(=C1C1=NC=C(C(=N1)O[C@@H](C)C1=CC=C(C=C1)C=1N(C=C(N1)C(F)(F)F)CC)OC)OC |o1:16|